1-cyclobutyl-N-(2-(2,6-dioxopiperidin-3-yl)-1-oxoisoindolin-5-yl)-4-fluoro-3-methyl-1H-pyrrolo[2,3-b]pyridine-5-carboxamide C1(CCC1)N1C=C(C=2C1=NC=C(C2F)C(=O)NC=2C=C1CN(C(C1=CC2)=O)C2C(NC(CC2)=O)=O)C